C(#N)C(CN1C(CCCC1)N1C=NC(=C1C(=O)N)C1=CC=C(C=C1)C(NC1=NC=CC(=C1)CC)=O)CC1CC1 1-(2-cyano-3-cyclopropylpropylpiperidin-2-yl)-4-(4-((4-ethylpyridin-2-yl)carbamoyl)phenyl)-1H-imidazole-5-carboxamide